2,2,3,3,4,4,5,5-octafluoropentyl acrylate C(C=C)(=O)OCC(C(C(C(F)F)(F)F)(F)F)(F)F